(difluoro(2-(((3S,6S,10aS)-3-(3-(methoxymethyl)-3-(pyrimidin-2-yl)azetidine-1-carbonyl)-5-oxodecahydropyrrolo[1,2-a]azocin-6-yl)carbamoyl)benzo[b]thiophen-5-yl)methyl)phosphonic acid FC(C1=CC2=C(SC(=C2)C(N[C@H]2CCCC[C@@H]3N(C2=O)[C@@H](CC3)C(=O)N3CC(C3)(C3=NC=CC=N3)COC)=O)C=C1)(F)P(O)(O)=O